FC1=CC(=CC2=CN(N=C12)C)C=1N=CC2=C(N1)SC(=C2)C2CCC(CC2)N(C(OC(C)(C)C)=O)C tert-butyl ((1r,4r)-4-(2-(7-fluoro-2-methyl-2H-indazol-5-yl)thieno[2,3-d]pyrimidin-6-yl)cyclohexyl)(methyl)carbamate